ClC=1C(=CC2=C(NC[C@H](N(S2(=O)=O)C)C2CCCCC2)C1)C=1C=CC(=C(C(=O)O)C1)F (R)-5-(7-chloro-3-cyclohexyl-2-methyl-1,1-dioxido-2,3,4,5-tetrahydrobenzo[f][1,2,5]thiadiazepin-8-yl)-2-fluorobenzoic acid